C(C)C1=CNC2=NC=C(C=C21)C=2C=CC(=C(N)C2)C(F)(F)F 5-(3-ethyl-1H-pyrrolo[2,3-b]pyridin-5-yl)-2-(trifluoromethyl)aniline